NC1=C(C(=NN1C12CC(C1)C2)C2=CC=C(C=C2)CC(=O)NC2=CC(=NO2)CC(C)(C)C)C(=O)N 5-Amino-1-(bicyclo[1.1.1]pentan-1-yl)-3-(4-(2-((3-neopentylisoxazol-5-yl)amino)-2-oxoethyl)phenyl)-1H-pyrazole-4-carboxamide